5-(4-((3-(difluoromethyl)-2-oxo-1,5,7,8-tetrahydro-2H-pyrano[4,3-b]pyridin-7-yl)methyl)piperazin-1-yl)-6-fluoro-N-methylpicolinamide FC(C1=CC2=C(NC1=O)CC(OC2)CN2CCN(CC2)C=2C=CC(=NC2F)C(=O)NC)F